C(C)OC(CN1N=C(C(C1=O)(C)N(O)C(=O)OC(C)(C)C)C1=CC=C(C=C1)S(=O)(=O)C)=O (4-{[(tert-butoxy)carbonyl](hydroxy)amino}-3-(4-methanesulfonylphenyl)-4-methyl-5-oxo-4,5-dihydro-1H-pyrazol-1-yl)acetic acid ethyl ester